FC1=CC=C(C=C1)C1(CN(CCC2=C1C=CC=C2)CCC(=O)C=2C=C1C(CCOC1=CC2)=O)O 6-(3-(1-(4-fluorophenyl)-1-hydroxy-1,2,4,5-tetrahydro-3H-benzo[d]azepin-3-yl)propionyl)chroman-4-one